3-(1-(5-cyanopyridin-3-yl)pyrrolidin-3-yl)-4-methyl-N-(3-(trifluoromethyl)phenyl)benzamide C(#N)C=1C=C(C=NC1)N1CC(CC1)C=1C=C(C(=O)NC2=CC(=CC=C2)C(F)(F)F)C=CC1C